4-[5-(4-fluorophenyl)-6-(4-methyltetrahydropyran-4-yl)-1H-pyrrolo[2,3-f]indazol-7-yl]benzoic Acid FC1=CC=C(C=C1)N1C(=C(C2=C1C=C1C=NNC1=C2)C2=CC=C(C(=O)O)C=C2)C2(CCOCC2)C